ClC=1C=C(CN2N=C(C=C2)[C@@H]([C@@](CN2N=NN=C2)(O)C2=C(C=C(C=C2)F)F)C)C=CC1Cl (2R,3S)-3-(1-(3,4-dichlorobenzyl)-1H-pyrazol-3-yl)-2-(2,4-difluorophenyl)-1-(1H-tetrazol-1-yl)butan-2-ol